8-methyl-8-hydroxycarbonyltetracyclo[4.4.0.12,5.17,10]dodeca-3-ene CC1(C2C3C4C=CC(C3C(C1)C2)C4)C(=O)O